BrC1=CC=C2CCN(C2=C1)C=1C2=C(N=CN1)C=CC(=N2)C=2C=C1C(=NC2)NN=C1 4-(6-bromoindolin-1-yl)-6-(1H-pyrazolo[3,4-b]pyridin-5-yl)pyrido[3,2-d]pyrimidine